1,3-dimethyl-2,4(1H,3H)-pyrimidinedione hydrochloride Cl.CN1C(N(C(C=C1)=O)C)=O